N1C(NC2=NC=CC=C21)=O 1,3-dihydroimidazo[4,5-b]pyridin-2-one